ClC=1C=C2CCN(CC2=C(C1)C1N(CCC1)C(=O)OC(C)(C)C)C(COC)=O tert-butyl 2-[6-chloro-2-(2-methoxyacetyl)-3,4-dihydro-1H-isoquinolin-8-yl]pyrrolidine-1-carboxylate